N1=C\2C(=CC=C1)CC/C2=N\NC=2N=NC1=C(NC=3C=CC=CC13)N2 (E)-3-(2-(5,6-dihydro-7H-cyclopenta[b]pyridin-7-ylidene)hydrazino)-5H-[1,2,4]triazino[5,6-b]indole